2-(carbamimidamido-amino)acetic acid N(C(=N)N)NCC(=O)O